2-chlorohex-3-ene ClC(C)C=CCC